tert-butyl 8-(oxetan-3-ylamino)-3,4-dihydroisoquinoline-2(1H)-carboxylate O1CC(C1)NC=1C=CC=C2CCN(CC12)C(=O)OC(C)(C)C